4-(4-(2-((2,6-dioxopiperidin-3-yl)amino)benzyl)piperazin-1-yl)-N-(5-((R)-2-methoxy-2-phenylacetyl)-1,4,5,6-tetrahydropyrrolo[3,4-c]pyrazol-3-yl)benzamide O=C1NC(CCC1NC1=C(CN2CCN(CC2)C2=CC=C(C(=O)NC=3C4=C(NN3)CN(C4)C([C@@H](C4=CC=CC=C4)OC)=O)C=C2)C=CC=C1)=O